(R)-2-(((3-butyl-3-methyl-7-(methylthio)-1,1-dioxido-5-phenyl-2,3,4,5-tetrahydro-1,5-benzothiazepin-8-yl)methyl)thio)-2-methylpropanoic acid C(CCC)[C@]1(CS(C2=C(N(C1)C1=CC=CC=C1)C=C(C(=C2)CSC(C(=O)O)(C)C)SC)(=O)=O)C